2-(4-methoxybenzyl)-4-(3-methyl-2-oxo-2,3-dihydrobenzo[d]oxazol-6-yl)-6-(4-(trifluoromethyl)-2,3-dihydro-1H-inden-1-yl)-2,4-dihydro-5H-pyrazolo[4,3-d]pyrimidine-5,7(6H)-dione COC1=CC=C(CN2N=C3C(N(C(N(C3=O)C3CCC4=C(C=CC=C34)C(F)(F)F)=O)C3=CC4=C(N(C(O4)=O)C)C=C3)=C2)C=C1